3-((4-(5-chloro-3-methyl-2-(((6S)-6-methylmorpholin-2-yl)methyl)phenyl)pyrrolo[2,1-f][1,2,4]triazin-6-yl)methyl)-1-(2,2-difluoroethyl)pyrimidine-2,4(1H,3H)-dione hydrochloride Cl.ClC=1C=C(C(=C(C1)C1=NC=NN2C1=CC(=C2)CN2C(N(C=CC2=O)CC(F)F)=O)CC2CNC[C@@H](O2)C)C